2,4-difluoro-N-(4-fluoro-2-hydroxyphenyl)benzamide FC1=C(C(=O)NC2=C(C=C(C=C2)F)O)C=CC(=C1)F